6-Methoxy-4-(piperidin-4-yl)pyrido[2,3-b]pyrazin-3(4H)-one HCl Cl.COC=1C=CC2=C(N(C(C=N2)=O)C2CCNCC2)N1